5-(2-chloro-4-(trifluoromethyl)phenoxy)-2-methylbenzoyl chloride ClC1=C(OC=2C=CC(=C(C(=O)Cl)C2)C)C=CC(=C1)C(F)(F)F